N(=[N+]=[N-])[C@H](C(=O)NC1=CC=C(COC(=O)N(CCN(C)C)COC/C(=C/CCP(=O)(OC2=CC=CC=C2)N[C@@H](C)C(=O)OCC2=CC=CC=C2)/C)C=C1)C benzyl (((E)-5-(((((4-((S)-2-azidopropanamido)benzyl)oxy)carbonyl)(2-(dimethylamino)ethyl)amino)methoxy)-4-methylpent-3-en-1-yl)(phenoxy)phosphoryl)-L-alaninate